4-(piperazin-1-yl)benzo[d]thiazole N1(CCNCC1)C1=CC=CC2=C1N=CS2